C(C)(C)(C)OC(/C=C/CC[C@@H](C)O[C@@H]1O[C@H]([C@@H](C[C@H]1OC(C1=CC=CC=C1)=O)O[Si](C1=CC=CC=C1)(C1=CC=CC=C1)C(C)(C)C)C)=O benzoic acid (2R,3R,5R,6s)-2-(((R,E)-7-(tert-butoxy)-7-oxohept-5-en-2-yl) oxy)-5-((tert-butyldiphenylsilyl) oxy)-6-methyltetrahydro-2H-pyran-3-yl ester